CS(=O)(=O)N1CCC2(CCC2O)CC1 7-methanesulfonyl-7-azaspiro[3.5]Nonan-1-ol